tert-butyl 6-(3-((4-chloro-1-(tetrahydro-2H-pyran-2-yl)-1H-indazol-5-yl)amino)-4-methyl-1H-pyrazol-1-yl)-1-oxo-3,4-dihydroisoquinoline-2(1H)-carboxylate ClC1=C2C=NN(C2=CC=C1NC1=NN(C=C1C)C=1C=C2CCN(C(C2=CC1)=O)C(=O)OC(C)(C)C)C1OCCCC1